COC(=O)C1N(CC(C1)OC(C)(C)C)C(=O)OCC1=CC=CC=C1 4-(tert-butoxy)pyrrolidine-1,2-dicarboxylic acid 1-benzyl ester 2-methyl ester